N1,N3-diethyl-4,5-bis(4'-bromophenyl)imidazole C(C)N1CN(C(=C1C1=CC=C(C=C1)Br)C1=CC=C(C=C1)Br)CC